P(O)(=O)(OP(=O)(O)OP(=O)(O)O)OC[C@@H]1[C@H](C[C@@H](O1)N1C(=O)NC(=O)C(C)=C1)O thymidine-5'-triphosphate